C(\C=C\C(=O)O)(=O)O.C1(C)=NC=CC=2C3=CC=C(OC)C=C3NC12.C1(C)=NC=CC=2C3=CC=C(OC)C=C3NC12 Harmine hemifumarate